ammonium cerium nitrate [N+](=O)([O-])[O-].[Ce].[NH4+]